5-amino-2-chloro-N-(5-(4-(4-(dimethylaminomethyl)benzyl)-1H-1,2,3-triazol-1-yl)-2-(4-methylpiperazin-1-yl)phenyl)-4-fluoro-3-methylbenzamide NC=1C(=C(C(=C(C(=O)NC2=C(C=CC(=C2)N2N=NC(=C2)CC2=CC=C(C=C2)CN(C)C)N2CCN(CC2)C)C1)Cl)C)F